2-cyclopentyl-4-(7-ethoxyquinolin-4-yl)benzoic acid C1(CCCC1)C1=C(C(=O)O)C=CC(=C1)C1=CC=NC2=CC(=CC=C12)OCC